C1(=CC=CC=C1)C1=CN=C(O1)C1=CC=C(C=C1)C=1OC(=CN1)C1=CC=CC=C1 1,4-di-(5-phenyl-2-oxazolyl)-benzene